3,3'-(Ethane-1,2-diylbis(5-carbamoyl-1H-benzo[d]imidazole-1,2-diyl))bis(4-cyanobenzo[b]thiophene-2-carboxylic acid) C(CN1C(=NC2=C1C=CC(=C2)C(N)=O)C=2C1=C(SC2C(=O)O)C=CC=C1C#N)N1C(=NC2=C1C=CC(=C2)C(N)=O)C=2C1=C(SC2C(=O)O)C=CC=C1C#N